(3-iodophenyl)methanamine hydrochloride Cl.IC=1C=C(C=CC1)CN